2-amino-5-(2,6-dimethoxyphenyl)-4-oxo-4,5-dihydrofuran-3-yl phenylmethanesulfonate C1(=CC=CC=C1)CS(=O)(=O)OC1=C(OC(C1=O)C1=C(C=CC=C1OC)OC)N